5-(2-(3-fluoro-4-(pyridin-3-yl)phenylamino)-5-methylpyrimidin-4-ylamino)benzo[d]oxazol-2(3H)-one trifluoroacetic acid salt FC(C(=O)O)(F)F.FC=1C=C(C=CC1C=1C=NC=CC1)NC1=NC=C(C(=N1)NC=1C=CC2=C(NC(O2)=O)C1)C